6-chloro-5-(1H-tetrazol-5-yl)-1H-indole-3-carboxylic acid ClC1=C(C=C2C(=CNC2=C1)C(=O)O)C1=NN=NN1